3-[5-({[4-(aminomethyl)phenyl]methyl}(methyl)amino)-3-{1-[(3-hydroxypyrrolidin-1-yl)sulfonyl]pyrrolidin-3-yl}-4-methoxy-1H-pyrazole-1-carbonyl]benzoic acid NCC1=CC=C(C=C1)CN(C1=C(C(=NN1C(=O)C=1C=C(C(=O)O)C=CC1)C1CN(CC1)S(=O)(=O)N1CC(CC1)O)OC)C